9-{4-[2-methyl-4-(trifluoromethyl)phenoxy]phenyl}-3,4,6,7,8,9-hexahydropyrido[2,1-c][1,2,4]thiadiazine 2,2-dioxide CC1=C(OC2=CC=C(C=C2)C2CCCN3C2=NS(CC3)(=O)=O)C=CC(=C1)C(F)(F)F